3-(4-(3,7-dimethyldibenzo[b,f][1,4]oxazepin-11-yl)piperazin-1-yl)-2,2-dimethylpropanoic acid CC1=CC2=C(C(=NC3=C(O2)C=C(C=C3)C)N3CCN(CC3)CC(C(=O)O)(C)C)C=C1